FC1=C(C(=CC=C1)F)C1=NC(=C2N1CCNC2=O)NC=2C=NN(C2)CC(=O)O 2-(4-((3-(2,6-difluorophenyl)-8-oxo-5,6,7,8-tetrahydroimidazo[1,5-a]pyrazin-1-yl)amino)-1H-pyrazol-1-yl)acetic acid